C(C)C1N(CCC(C1)C(=O)O)C1=NC=C(C=C1Cl)C(NC=1SC(=C(N1)C=1SC=C(C1)Cl)N1CCN(CC1)C1CCCCC1)=O Ethyl-1-(3-chloro-5-((4-(4-chlorothien-2-yl)-5-(4-cyclohexylpiperazin-1-yl)-1,3-thiazol-2-yl)carbamoyl)pyridin-2-yl)piperidine-4-carboxylic acid